4-chloromethylphenylboric acid ClCC1=CC=C(C=C1)OB(O)O